4-((benzyloxy)methyl)tetrahydro-2H-thiopyran 1,1-dioxide C(C1=CC=CC=C1)OCC1CCS(CC1)(=O)=O